FC(C1=CC=C(C=N1)C1CCC(CC1)=O)(F)F 4-[6-(trifluoromethyl)-3-pyridinyl]cyclohexanone